(2R)-2-(6-{5-chloro-2-[(2-methyl-2H-1,2,3-triazol-4-yl)amino]pyrimidin-4-yl}-1-oxo-2,3-dihydro-1H-isoindol-2-yl)-N-[(1S)-2-hydroxy-1-(2-methoxypyridin-4-yl)ethyl]propionamide ClC=1C(=NC(=NC1)NC1=NN(N=C1)C)C1=CC=C2CN(C(C2=C1)=O)[C@@H](C(=O)N[C@H](CO)C1=CC(=NC=C1)OC)C